5-(tetrahydro-2H-pyran-4-yl)-1,3,4-oxadiazole-2-thiol O1CCC(CC1)C1=NN=C(O1)S